1,2-dimethoxy-4-aminobenzene COC1=C(C=C(C=C1)N)OC